4-fluoro-2-methylpenta-1,3-diene FC(=CC(=C)C)C